(2,4-dimethoxybenzyl)hydrazine hydrochloride Cl.COC1=C(CNN)C=CC(=C1)OC